N-(7',8'-dimethoxy-4'H-spiro[cyclopropane-1,5'-naphtho[2,1-d]isoxazol]-3'-yl)-2,6-dimethoxybenzenesulfonamide COC=1C=C2C3(CC=4C(=NOC4C2=CC1OC)NS(=O)(=O)C1=C(C=CC=C1OC)OC)CC3